(2,5-difluorophenyl)methanol FC1=C(C=C(C=C1)F)CO